P(OCCCCCC(C)C)(OCCCCCC(C)C)[O-] diisooctyl monophosphite